CON(C(CCCCCCC(=O)OCC(CCCCCCCCCC)CCCCCCCCCC)=O)C 2-Decyldodecyl 8-(Methoxy(Methyl)Amino)-8-Oxooctanoate